Ethyl 2,2,2-trifluoroethyl carbonate C(OCC)(OCC(F)(F)F)=O